O(C1=CC=CC=C1)C=1C=C(C=CC1)Cl m-phenoxychlorobenzene